CO/C=C/C1=CC=NC=C1 4-[(E)-2-methoxyvinyl]pyridine